aconitate C(C=C(C(=O)[O-])CC(=O)[O-])(=O)[O-]